C(=C)N(C(C)=O)C N-Vinyl-N-methylacetamid